COC1=C(C=C(C=C1)OC)S(=O)(=O)NC1=NOC2=C1C(=CC(=C2)CN2N=CC(=C2)CNC(C(=C)F)=O)OC N-((1-((3-((2,5-dimethoxyphenyl)sulfonamido)-4-methoxybenzo[d]isoxazol-6-yl)methyl)-1H-pyrazol-4-yl)methyl)-2-fluoroacrylamide